C(C1=CC=CC=C1)C=1N(C(C=2CCCCC2C1)=O)S(=O)(=O)C1=CC=C(C=C1)[N+](=O)[O-] 3-Benzyl-2-((4-nitrophenyl)sulfonyl)-5,6,7,8-tetrahydroisoquinolin-1(2H)-one